BrC1=C(C=CC(=C1)F)C(CN1C=C(C2=C1N=CN=C2N)C=2C=NC1=CC=CC=C1C2)NC 7-(2-(2-bromo-4-fluorophenyl)-2-(methylamino)ethyl)-5-(quinolin-3-yl)-7H-pyrrolo[2,3-d]pyrimidin-4-amine